5-[acetamido]-N,N'-bis(2,3-dihydroxypropyl)-2,4,6-triiodo-1,3-benzenedicarboxamide C(C)(=O)NC=1C(=C(C(=C(C1I)C(=O)NCC(CO)O)I)C(=O)NCC(CO)O)I